N[C@@H]1CN(CC[C@H]1F)C1=NC2=C(N1CC1=CC(=C(C#N)C=C1)C)C=C(C(=C2)F)F 4-((2-((3R,4R)-3-amino-4-fluoro-1-piperidinyl)-5,6-difluoro-1H-benzimidazol-1-yl)methyl)-2-methylbenzonitrile